(diphenyltriazinyl)(biphenyl-yl)dibenzothiophene C1(=CC=CC=C1)C1=C(C(=NN=N1)C1=C(C2=C(SC3=C2C=CC=C3)C=C1)C1=C(C=CC=C1)C1=CC=CC=C1)C1=CC=CC=C1